(4-methylphenyl)-(1,1'-biphenyl)-4,4-diamine CC1=CC=C(C=C1)C1=C(C=CC(C1)(N)N)C1=CC=CC=C1